CC(=CCC/C(=C/C=C/C(=C/C=C/C(=C/C=C/C=C(\\C)/C=C/C=C(\\C)/C=C/C=C(\\C)/C=C/[C@H](CC=C(C)C)C(C)(C)O)/C)/C)/C)C The molecule is a C45 carotenoid that is an intermediate in the biosynthesis of bacterioruberin, a red-coloured pigment found in several Halobacterium and Haloarcula species It has a role as a bacterial metabolite. It is a C45 carotenoid and a tertiary alcohol.